hydroxyl-aminobutyric acid OC(C(=O)O)(CC)N